SC=1C=C2CCN(C2=CC1)C(C)=O 1-(5-sulfanylindolin-1-yl)ethanone